NC[C@H](CNS(=O)(=O)C=1C(=C(C(=CC1)N1C[C@@H](CC1)CN)C=1N=NNN1)S(=O)(=O)N)O N1-((R)-3-amino-2-hydroxypropyl)-4-((S)-3-(aminomethyl)pyrrolidin-1-yl)-3-(2H-tetrazol-5-yl)benzene-1,2-disulfonamide